tert-butyl 2-(4-((5-chlorobenzofuran-2-carboxamido) methyl) benzoyl)-1-propylhydrazine-1-carboxylate ClC=1C=CC2=C(C=C(O2)C(=O)NCC2=CC=C(C(=O)NN(C(=O)OC(C)(C)C)CCC)C=C2)C1